N-(6,6-difluorospiro[3.3]heptan-2-yl)-5-(imidazo[1,2-a]pyridin-6-yl)pyrrolo[2,1-f][1,2,4]triazin-2-amine FC1(CC2(CC(C2)NC2=NN3C(C=N2)=C(C=C3)C=3C=CC=2N(C3)C=CN2)C1)F